[1-(3-fluorophenylsulfonyl)piperidin-4-yloxy]benzothiazole-6-carboxylic acid FC=1C=C(C=CC1)S(=O)(=O)N1CCC(CC1)OC=1SC2=C(N1)C=CC(=C2)C(=O)O